C1(=CC=CC=C1)C1=CC2=C(N=CO2)C=C1 6-(phenyl)benzoxazole